FC=1C=C(C(=O)NC2=CC(=C(C=C2)F)C(=O)C=2C=C3N=C(C=NC3=CC2)N2CCNCC2)C=CC1F 3,4-difluoro-N-(4-fluoro-3-(3-(piperazin-1-yl)quinoxaline-6-carbonyl)phenyl)benzamide